N1=C2C(=CC=C1)NC=1CNCCC12 6,7,8,9-tetrahydro-5H-pyrrolo[3,2-b:5,4-c']dipyridine